3-(tert-Butoxycarbonylamino)-6-(1-methylpent-4-enyl)-5-(trifluoromethyl)pyridine-2-carboxylic Acid C(C)(C)(C)OC(=O)NC=1C(=NC(=C(C1)C(F)(F)F)C(CCC=C)C)C(=O)O